1-(4,4-difluoro-1-methylpyrrolidin-3-yl)-8-fluoro-2-[(5-methylpyrazin-2-yl)methyl]-1H-imidazo[4,5-c]quinoline FC1(C(CN(C1)C)N1C(=NC=2C=NC=3C=CC(=CC3C21)F)CC2=NC=C(N=C2)C)F